Pentyl 9-((5-(heptadecan-9-yloxy)-5-oxopentyl)(2-hydroxypropyl)amino)nonanoate CCCCCCCCC(CCCCCCCC)OC(CCCCN(CCCCCCCCC(=O)OCCCCC)CC(C)O)=O